5-Bromo-2-chloro-N-(methyl-d3)pyrrolo[2,1-f][1,2,4]triazin-4-amine BrC=1C=CN2N=C(N=C(C21)NC([2H])([2H])[2H])Cl